N-((1r,3r)-3-(4-cyano-3-methoxyphenoxy)-2,2,4,4-tetramethylcyclobutyl)-6-(4-(hydroxymethyl)piperidin-1-yl)pyridazine-3-carboxamide C(#N)C1=C(C=C(OC2C(C(C2(C)C)NC(=O)C=2N=NC(=CC2)N2CCC(CC2)CO)(C)C)C=C1)OC